ClC1=NC(=C(C(=C1)N[C@H](C)C1=C(C=C(C=C1)Cl)Cl)Cl)C (R)-2,5-dichloro-N-(1-(2,4-dichlorophenyl)ethyl)-6-methylpyridin-4-amine